O=C1NC=CC2=C(C=CC=C12)N1N=CC(=C1C(F)(F)F)C(=O)NC1=CC=NC=C1 1-(1-oxo-1,2-dihydroisoquinolin-5-yl)-N-(pyridin-4-yl)-5-(trifluoromethyl)-1H-pyrazole-4-carboxamide